(R)-tert-butyl (8-(3-cyano-5-(2,3-dichlorophenyl)-6-methylpyrazin-2-yl)-8-azaspiro[4.5]decan-1-yl)carbamate C(#N)C=1C(=NC(=C(N1)C1=C(C(=CC=C1)Cl)Cl)C)N1CCC2(CCC[C@H]2NC(OC(C)(C)C)=O)CC1